Tert-Butyl 3-[6-[4-(trifluoromethyl)cyclohexyl]-3-pyridyl]azetidine-1-carboxylate FC(C1CCC(CC1)C1=CC=C(C=N1)C1CN(C1)C(=O)OC(C)(C)C)(F)F